tert-Butyl (S)-3-((4-((2,3-difluoro-4-(((S)-tetrahydrofuran-2-yl)methoxy)phenyl)-amino)-7-fluoropyrido[3,2-d]pyrimidin-6-yl)oxy)pyrrolidine-1-carboxylate FC1=C(C=CC(=C1F)OC[C@H]1OCCC1)NC=1C2=C(N=CN1)C=C(C(=N2)O[C@@H]2CN(CC2)C(=O)OC(C)(C)C)F